N-(6-methoxypyridazin-3-yl)-3-((13S,15R)-13-methyl-17-oxo-7,8,9,11,12,13,14,15,16,17-decahydro-6H-cyclopenta[a]phenanthren-15-yl)propanamide COC1=CC=C(N=N1)NC(CC[C@H]1C2C3CCC=4C=CC=CC4C3CC[C@@]2(C(C1)=O)C)=O